N,N-dipropyl-m-acetaminoaniline C(CC)N(C1=CC(=CC=C1)NC(=O)C)CCC